4-{[1,1'-biphenyl]-3-amido}benzene-1,3-dicarboxylic acid C1(=CC(=CC=C1)C(=O)NC1=C(C=C(C=C1)C(=O)O)C(=O)O)C1=CC=CC=C1